acetylpiperazinoguanosine C(C)(=O)[C@@]1([C@@](O[C@@H]([C@H]1O)CO)(N1C=NC=2C(=O)NC(N)=NC12)N1CCNCC1)O